C(C1=CC=CC=C1)N1C2=C(SCC1=O)C=C(C=C2)NC(=O)NC2=CC=C(C=C2)F 1-(4-benzyl-3-oxo-3,4-dihydro-2H-benzo[b][1,4]thiazin-7-yl)-3-(4-fluorophenyl)urea